ClC1=CC=C(CN2C=C(C3=CC=C(C=C23)[N+](=O)[O-])C)C=C1 1-(4-chlorobenzyl)-3-methyl-6-nitro-1H-indole